N-(2-methoxy-4-(1-(3-chlorophenyl)cyclopentane-1-carboxamido)phenyl)-3-chlorobenzamide COC1=C(C=CC(=C1)NC(=O)C1(CCCC1)C1=CC(=CC=C1)Cl)NC(C1=CC(=CC=C1)Cl)=O